1-(5-Methyl-1,3,6,7,8,9-hexahydro-pyrrolo[3,4-c]isoquinolin-2-yl)-2-[1-(6-trifluoromethyl-pyridin-3-yl)-azetidin-3-yl]-ethanone CC1=NC2=C(C=3CCCCC13)CN(C2)C(CC2CN(C2)C=2C=NC(=CC2)C(F)(F)F)=O